C(C)(C)(C)OC(=O)N1C(N(C2=C1C=CC=C2)C=2C=C1C(=NC2)C=CN1COCC[Si](C)(C)C)=O 2-oxo-3-(1-((2-(trimethylsilyl)ethoxy)methyl)-1H-pyrrolo[3,2-b]pyridin-6-yl)-2,3-dihydro-1H-benzo[d]imidazole-1-carboxylic acid tert-butyl ester